C1(CCCCC1)C1=CC=C(C=N1)NC(C(=O)O)=O 2-((6-cyclohexylpyridin-3-yl)amino)-2-oxoacetic acid